CN(CCCOC(=O)OC(CCOC(CC(CCCCCCCC)CCCCCCCC)=O)(CCCCCCCCCC)OC(CCCCCCC)=O)C 3-(((3-(dimethylamino)propoxy)carbonyl)oxy)-l-3-(octanoyloxy)tridecyl-3-octylundecanoate